(4-NITRO-PHENYL)-ACETALDEHYDE [N+](=O)([O-])C1=CC=C(C=C1)CC=O